8-bromo-6-pentanoyl-3,4-dihydro-2H-quinoline-1-carboxylic acid tert-butyl ester C(C)(C)(C)OC(=O)N1CCCC2=CC(=CC(=C12)Br)C(CCCC)=O